3,3-Difluoro-N-(2-fluoro-4-(8-isopropyl-2-(methylsulfonyl)-7-oxo-7,8-dihydropteridin-6-yl)phenyl)butane-1-sulfonamide FC(CCS(=O)(=O)NC1=C(C=C(C=C1)C1=NC=2C=NC(=NC2N(C1=O)C(C)C)S(=O)(=O)C)F)(C)F